bis(4-octylphenyl)-amine C(CCCCCCC)C1=CC=C(C=C1)NC1=CC=C(C=C1)CCCCCCCC